ClC1=C(C=C(C=C1)F)C1NC(C=2C=3C(=NN(C3C=C(C21)NC(C2=CC(=CC(=C2)C(F)(F)F)F)=O)CC(F)F)C)=O N-(6-(2-chloro-5-fluorophenyl)-3-(2,2-difluoroethyl)-1-methyl-8-oxo-3,6,7,8-tetrahydropyrrolo[3,4-e]indazol-5-yl)-3-fluoro-5-(trifluoromethyl)benzamide